CC=1C(=NC(=NC1)NC1=CC2=C(N(C(N2)=O)C)C=C1)NC=1C=CC2=C(NC(O2)=O)C1 5-(5-methyl-2-(1-methyl-2-oxo-2,3-dihydro-1H-benzo[d]imidazol-5-ylamino)pyrimidin-4-ylamino)benzo[d]oxazol-2(3H)-one